7-methyl-N,N-bis(2-(methylperoxy)ethyl)octanoamide CC(CCCCCC(=O)N(CCOOC)CCOOC)C